C(C=C)(=O)N1C(CN(CC1)C1=NC(=NC2=C(C(=C(C=C12)Cl)C=1C(=CC=C2C=NN(C12)C)C)F)N1CC(C1)N(C)C)CC#N 2-(1-acryloyl-4-(6-chloro-7-(1,6-dimethyl-1H-indazol-7-yl)-2-(3-(dimethylamino)azetidin-1-yl)-8-fluoroquinazolin-4-yl)piperazin-2-yl)acetonitrile